tert-butyl-4-[(6-bromopyridin-2-yl)amino]piperidine-1-carboxylate C(C)(C)(C)OC(=O)N1CCC(CC1)NC1=NC(=CC=C1)Br